4-(tert-hexylperoxy)-4-methyl-2-pentanol C(C)(C)(CCC)OOC(CC(C)O)(C)C